Ethyl-2-[4-bromo-5-fluoro-2-(4-butoxy-4,5-dihydroisoxazol-3-yl)phenoxy]acetat C(C)OC(COC1=C(C=C(C(=C1)F)Br)C1=NOCC1OCCCC)=O